ClC=1C(=C(C=CC1)C)C1(CN(C1)C(=O)OC(C)(C)C)NC1=CC=C2CCC(N(C2=C1)C([2H])([2H])[2H])=O tert-butyl 3-(3-chloro-2-tolyl)-3-{1-[methyl-d3]-2-oxo-3,4-dihydro-7-quinolylamino}-1-azetidinecarboxylate